(R)-2-acetoin C[C@H](C(=O)C)O